(S)-3-(11-chloro-4-ethyl-8-fluoro-4-hydroxy-9-methyl-3,14-dioxo-3,4,12,14-tetrahydro-1H-pyrano[3',4':6,7]indolizino[1,2-b]quinolin-10-yl)propanal ClC1=C2C(=NC=3C=C(C(=C(C13)CCC=O)C)F)C1=CC3=C(C(N1C2)=O)COC([C@]3(O)CC)=O